5,10,15,20-tetrakis(2,6-dibromo-4-(trimethylsilyl)phenyl)porphyrin BrC1=C(C(=CC(=C1)[Si](C)(C)C)Br)C=1C2=CC=C(N2)C(=C2C=CC(C(=C3C=CC(=C(C=4C=CC1N4)C4=C(C=C(C=C4Br)[Si](C)(C)C)Br)N3)C3=C(C=C(C=C3Br)[Si](C)(C)C)Br)=N2)C2=C(C=C(C=C2Br)[Si](C)(C)C)Br